6-(4-((3,6-diazabicyclo[3.1.1]heptan-3-yl)methyl)-2-methoxybenzyl)-2-amino-4-(((R)-pentan-2-yl)amino)pyrido[4,3-d]pyrimidin-5(6H)-one C12CN(CC(N1)C2)CC2=CC(=C(CN1C(C3=C(N=C(N=C3N[C@H](C)CCC)N)C=C1)=O)C=C2)OC